methyl 3-hydroxy-1-methyl-1H-pyrazole-5-carboxylate OC1=NN(C(=C1)C(=O)OC)C